(1-(6-chloro-1-(4-(methylsulfonyl)phenyl)-1H-indazol-3-yl)ethyl)-3-methyl-1H-pyrazolo[3,4-d]pyrimidin-4-amine ClC1=CC=C2C(=NN(C2=C1)C1=CC=C(C=C1)S(=O)(=O)C)C(C)N1N=C(C=2C1=NC=NC2N)C